2-((4-(4-methylpiperazine-1-carbonyl)benzyl)(neopentyl)amino)pyrimidine-4-carbonitrile CN1CCN(CC1)C(=O)C1=CC=C(CN(C2=NC=CC(=N2)C#N)CC(C)(C)C)C=C1